FC(C1=CC2=C(N=C(S2)N)C=C1)(F)F 6-trifluoromethylbenzo[d]thiazole-2-amine